tert-Butyl 4-(ethylsulfinylmethyl)piperidine-1-carboxylate tert-Butyl-4-(ethylsulfanylmethyl)piperidine-1-carboxylate C(C)(C)(C)OC(=O)N1CCC(CC1)CSCC.C(C)S(=O)CC1CCN(CC1)C(=O)OC(C)(C)C